tert-butyl (3s,5s)-4-(6-((5-bromo-1-methyl-2-oxo-1,2-dihydropyridin-3-yl) amino) pyridin-3-yl)-3,5-dimethylpiperazine-1-carboxylate BrC=1C=C(C(N(C1)C)=O)NC1=CC=C(C=N1)N1[C@H](CN(C[C@@H]1C)C(=O)OC(C)(C)C)C